2-fluoro-1-(((4-methoxybenzyl)oxy)methyl)-4-nitrobenzene FC1=C(C=CC(=C1)[N+](=O)[O-])COCC1=CC=C(C=C1)OC